[Si](C)(C)(C(C)(C)C)OC[C@H]1NCCC1 (2S)-2-[[(tert-butyldimethylsilyl)oxy]methyl]pyrrolidine